hydroxyquinoline aluminum salt [Al].OC1=NC2=CC=CC=C2C=C1